(R)-9-(6-((4-amino-5-(2-methoxyethoxy)pentyl)oxy)-2,3-dichlorobenzyl)-9H-purin-6-amine N[C@H](CCCOC1=CC=C(C(=C1CN1C2=NC=NC(=C2N=C1)N)Cl)Cl)COCCOC